O=C1N(C(C2=CC=CC=C12)=O)OCC1CN(C1)C(=O)OC(C)(C)C tert-butyl 3-{[(1,3-dioxo-1,3-dihydro-2H-isoindol-2-yl)oxy]methyl}azetidine-1-carboxylate